methylBenzyl piperidine-1-carboxylate N1(CCCCC1)C(=O)OC(C1=CC=CC=C1)C